3-(3-oxo-2-pentyl)cyclopentylmalonic acid dimethyl ester COC(C(C(=O)OC)C1CC(CC1)C(C)C(CC)=O)=O